C1(=CCCC1)B(O)O cyclopent-1-en-1-ylboronic acid